3-methanesulfonyl-5-(4,4,5,5-tetramethyl-1,3,2-dioxaborolan-2-yl)pyridine CS(=O)(=O)C=1C=NC=C(C1)B1OC(C(O1)(C)C)(C)C